COC1=CC=C2C=CC(=CC2=C1)OCCN 2-((7-methoxynaphthalen-2-yl)oxy)ethan-1-amine